C(#N)C=1C=CC(=C(C1)C1=CN=C(O1)C(=O)OCC)C1CC1 ethyl 5-(5-cyano-2-cyclopropylphenyl)oxazole-2-carboxylate